(S)-(+)-N-hydroxy-4-(3-methyl-2-phenylbutyrylamino)-benzamide CC(C)[C@@H](C1=CC=CC=C1)C(=O)NC2=CC=C(C=C2)C(=O)NO